5-((2-chloro-6-fluorophenyl) carbamoyl)-6,6-dimethyl-5,6-dihydropyrrolo[3,4-c]pyrazole-2(4H)-carboxylate ClC1=C(C(=CC=C1)F)NC(=O)N1C(C2=NN(C=C2C1)C(=O)[O-])(C)C